5-[2-[4-[(E)-3-Oxo-3-phenylprop-1-enyl]phenyl]ethoxy]benzene-1,3-dicarboxylic acid O=C(/C=C/C1=CC=C(C=C1)CCOC=1C=C(C=C(C1)C(=O)O)C(=O)O)C1=CC=CC=C1